ClC=1C=C(C=C(C1)NS(=O)(=O)C)NC(=O)C1=CN(C(=C1)C)C1=NC=C(C=N1)N1CC(C1)OC N-(3-chloro-5-(methylsulfonamido)phenyl)-1-(5-(3-methoxyazetidin-1-yl)pyrimidin-2-yl)-5-methyl-1H-pyrrole-3-carboxamide